COC=1C=C(C=CC1OC)C1=CC=NC=2N1N=C(C2)C(=O)N2CC(NC(C2)C)C (7-(3,4-dimethoxyphenyl)pyrazolo[1,5-a]pyrimidin-2-yl)(3,5-dimethylpiperazin-1-yl)methanone